5-(3-chlorophenyl)-N-((1R,2R,4S)-7-cyano-7-azabicyclo[2.2.1]heptan-2-yl)-2-furancarboxamide ClC=1C=C(C=CC1)C1=CC=C(O1)C(=O)N[C@H]1[C@H]2CC[C@@H](C1)N2C#N